methyl 4-(4-((4'-chloro-5,5-dimethyl-3,4,5,6-tetrahydro-[1,1'-biphenyl]-2-yl)methyl) piperazin-1-yl)-2-(2-methyl-2,3-dihydropyrrolo[3',2':5,6]pyrido[2,3-b][1,4]oxazin-1(6H)-yl)benzoate ClC1=CC=C(C=C1)C1=C(CCC(C1)(C)C)CN1CCN(CC1)C1=CC(=C(C(=O)OC)C=C1)N1C2=C(OCC1C)N=C1C(=C2)C=CN1